1-(4-(8-amino-3-(tert-butyl)imidazo[1,5-a]pyrazin-1-yl)naphthalen-1-yl)-3-(3-(trifluoromethyl)phenyl)urea NC=1C=2N(C=CN1)C(=NC2C2=CC=C(C1=CC=CC=C21)NC(=O)NC2=CC(=CC=C2)C(F)(F)F)C(C)(C)C